COC1=CC=C(C=C1)C(OCC1C(CC(O1)N1C2=NC=NC(=C2N=C1)N(C(C1=CC=CC=C1)=O)C)OP(N(C(C)C)C(C)C)OCCC#N)(C1=CC=CC=C1)C1=CC=C(C=C1)OC N-[9-[5-[[bis(4-methoxyphenyl)-phenyl-methoxy]methyl]-4-[2-cyanoethoxy-(diisopropylamino)phosphanyl]oxy-tetrahydrofuran-2-yl]purin-6-yl]-N-methyl-benzamide